2-(4-(2,6-dioxapiperidin-3-yl)-3,5-difluorophenyl)acetaldehyde N1OC(CCO1)C1=C(C=C(C=C1F)CC=O)F